C(C(C)C)OC(C1=CC(=C(C(=C1)N)Cl)N)=O isobutyl-3,5-diamino-4-chlorobenzoate